NC1(CCC1)C1=CC=C(C=C1)C1=NC=2C=CN3C(C2C=C1C1=CC=CC=C1)=NN=C3 8-[4-(1-aminocyclobutyl)phenyl]-9-phenyl[1,2,4]triazolo[3,4-f]-1,6-naphthyridin